ClC1=C(C(=O)N2C[C@H](N(CC2)C=2C=CC(=NC2C(=O)NN)C=2C(=NC=CC2)OCC)CC)C=CC(=C1)F (R)-5-(4-(2-chloro-4-fluorobenzoyl)-2-ethylpiperazin-1-yl)-2'-ethoxy-[2,3'-bipyridine]-6-carbohydrazide